C(C)(C)(C)OC(=O)N1[C@@H](COCC1)C=1C=C(C=C2CCN(CC12)C(=O)C1CCOCC1)C=1C=C2C(=NC1)NC=C2Cl (R)-3-(6-(3-chloro-1H-pyrrolo[2,3-b]pyridin-5-yl)-2-(tetrahydro-2H-pyran-4-carbonyl)-1,2,3,4-tetrahydroisoquinolin-8-yl)morpholine-4-carboxylic acid tert-butyl ester